N-(7-chloro-6-((R)-1-cyanopropan-2-yl)isoquinolin-3-yl)-2-(pyridin-2-yl)cyclopropane-1-carboxamide ClC1=C(C=C2C=C(N=CC2=C1)NC(=O)C1C(C1)C1=NC=CC=C1)[C@@H](CC#N)C